C1(=CC=CC=C1)C=1C(=C(C(=O)P(O)(O)=O)C(=CC1C)C)C.COC1=C(C=CC=C1)S(=O)(=O)NC=1C=C2CC(NC2=CC1)=O 2-methoxy-N-(2-oxindole-5-yl)benzenesulfonamide phenyl-2,4,6-trimethylbenzoyl-phosphonate